O=C1C2N(C(CN1)C2)C(=O)OCC2=CC=CC=C2 Benzyl 2-oxo-3,6-diazabicyclo[3.1.1]heptane-6-carboxylate